FC(C(C(=O)O)(NC=1C2=C(N=C(N1)C1=CC=NC=C1)C=NC=C2)C)(F)F 3,3,3-trifluoro-2-methyl-2-{[2-(pyridin-4-yl)pyrido[3,4-d]Pyrimidin-4-yl]Amino}propanoic acid